FC1=CC=C(CCN(C(OC(C)(C)C)=O)C2=CC=C3C=CN(C3=C2)CCO)C=C1 tert-butyl (4-fluorophenethyl)(1-(2-hydroxyethyl)-1H-indol-6-yl)carbamate